[N+](=O)([O-])C1=CC=C(C=C1)OC(=O)N1C(CC2=CC=CC=C12)OC1=CC=NC2=CC(=C(C=C12)C(N)=O)OC ((6-carbamoyl-7-methoxyquinolin-4-yl)oxy)indoline-1-carboxylic acid-4-nitrophenyl ester